1-[3,5-diethoxy-4-(1-hydroxycyclopropyl)phenyl]ethan-1-one methyl-trans-4-((4-aminophenethyl)(methyl)amino)cyclohexane-1-carboxylate COC(=O)[C@@H]1CC[C@H](CC1)N(C)CCC1=CC=C(C=C1)N.C(C)OC=1C=C(C=C(C1C1(CC1)O)OCC)C(C)=O